ClC1=C(OC=2C=C(C(NN2)=O)C(C)C)C(=CC(=C1)NN)Cl 6-(2,6-Dichloro-4-hydrazinophenoxy)-4-isopropylpyridazin-3(2H)-one